C(C)S(=O)(=O)C1=C(N=C2N1C=C(C=C2C#N)I)C2=NC=1C(=NC=C(C1)C(F)(F)F)N2C 3-ethylsulfonyl-6-iodo-2-[3-methyl-6-(trifluoromethyl)imidazo[4,5-b]pyridin-2-yl]imidazo[1,2-a]pyridine-8-carbonitrile